2-[(dimethylamino)methylene]-1-cyclopentanone CN(C)C=C1C(CCC1)=O